methyl 3-(N-(2-(8-hydroxy-3-azabicyclo[3.2.1]oct-3-yl)-5-(trifluoromethyl) phenyl) sulfamoyl)-4-methoxybenzoate OC1C2CN(CC1CC2)C2=C(C=C(C=C2)C(F)(F)F)NS(=O)(=O)C=2C=C(C(=O)OC)C=CC2OC